N-[2-(3-chlorophenyl)-1-methoxypropane-2-yl]-4-[(2-imino-4-methyl-2,3-dihydro-1,3-oxazol-3-yl)methyl]-1H-1,3-benzodiazole-2-amine ClC=1C=C(C=CC1)C(COC)(C)NC1=NC2=C(N1)C=CC=C2CN2C(OC=C2C)=N